NCC(O)C1=C(C=CC=C1)OC1=C(C=CC(=C1)F)OCC1=CC=CC=C1 2-amino-1-(2-(2-(benzyloxy)-5-fluorophenoxy)phenyl)ethan-1-ol